NCCN1C(C=2N(CC1)C(=C(C2)C(=O)OC(C)C)C)=O Propan-2-yl 2-(2-aminoethyl)-6-methyl-1-oxo-3,4-dihydropyrrolo[1,2-a]pyrazine-7-carboxylate